OC1=CC=CC2=CC(=CC=C12)O.[Cl] chlorine 1,6-dihydroxynaphthalene